1-(3-(3-(5-(trifluoromethyl)pyridin-2-yl)-1H-pyrazolo[3,4-b]pyridin-1-yl)pyrrolidin-1-yl)prop-2-en-1-one FC(C=1C=CC(=NC1)C1=NN(C2=NC=CC=C21)C2CN(CC2)C(C=C)=O)(F)F